tert-butyl ((1-(5-((3-((azetidin-3-ylmethyl)amino)-2-chlorophenyl)thio)pyrazin-2-yl)-4-methylpiperidin-4-yl)methyl)carbamate N1CC(C1)CNC=1C(=C(C=CC1)SC=1N=CC(=NC1)N1CCC(CC1)(C)CNC(OC(C)(C)C)=O)Cl